(S)-2-amino-N-(3-fluoro-4-(3-methylpyridin-4-yl)phenyl)-3,3-diphenylpropanamide dihydrochloride Cl.Cl.N[C@H](C(=O)NC1=CC(=C(C=C1)C1=C(C=NC=C1)C)F)C(C1=CC=CC=C1)C1=CC=CC=C1